FC=1C=CC(=NC1F)C1=CN=C(S1)N 5-(5,6-difluoropyridin-2-yl)-1,3-thiazol-2-amine